Rac-(1R,2S)-2-(4-ethylpiperazin-1-yl)cyclohexane-1-amine C(C)N1CCN(CC1)[C@@H]1[C@@H](CCCC1)N |r|